C(CCC1=CC(O)=C(O)C=C1)(=O)O dihydrocaffeic acid